C1(=CC=CC=C1)CCCN1CCN(CC1)C1CC2=C(N(N=C2CC1)C1=NC=CC=C1)O 5-(4-(3-Phenylpropyl)piperazin-1-yl)-2-(pyridin-2-yl)-4,5,6,7-tetrahydro-2H-indazol-3-ol